C1(=CC=CC=C1)[SiH](O[Si](O[SiH](C1=CC=CC=C1)C1=CC=CC=C1)(C1=CC=CC=C1)C1=CC=CC=C1)C1=CC=CC=C1 1,1,3,3,5,5-hexaphenyltrisiloxane